N-(3-(2'-Amino-7'-oxo-5'H-spiro[cyclopropane-1,8'-pyrido[4,3-d]pyrimidine]-6'(7'H)-yl)-4-methylphenyl)-3,5-difluorobenzamide NC=1N=CC2=C(N1)C1(C(N(C2)C=2C=C(C=CC2C)NC(C2=CC(=CC(=C2)F)F)=O)=O)CC1